BrC1=CN=C(C(=N1)/N=C/NO)Cl (E)-N'-(6-bromo-3-chloropyrazin-2-yl)-N-hydroxymethanimidamide